4'-butyl-4-biphenylcarbonitrile C(CCC)C1=CC=C(C=C1)C1=CC=C(C=C1)C#N